4-(4-((1R,5S)-3,8-diazabicyclo[3.2.1]octan-8-yl)-6-chloro-8-fluoro-2-(((2R,7aS)-2-fluorotetrahydro-1H-pyrrolizin-7a(5H)-yl)methoxy)quinazolin-7-yl)-7-fluorobenzo[d]thiazol-2-amine [C@H]12CNC[C@H](CC1)N2C2=NC(=NC1=C(C(=C(C=C21)Cl)C2=CC=C(C1=C2N=C(S1)N)F)F)OC[C@]12CCCN2C[C@@H](C1)F